FC(C(=O)O)(F)F.C(CCCCCC)NC(=O)[C@@H]1CNC[C@@H]1OCCCCCCC |o1:17,21| (3R*,4R*)-N-heptyl-4-(heptyloxy)pyrrolidine-3-carboxamide trifluoroacetate